9-(2-morpholinopyrimidin-5-yl)-3,4-dihydro-1H-[1,4]Oxazino[3,4-a]Isoindol-6(10bH)-one O1CCN(CC1)C1=NC=C(C=N1)C1=CC=C2C(N3C(C2=C1)COCC3)=O